trans-3-((4-(4-fluoro-2-methyl-1H-indol-5-yloxy)-6-methoxyquinazolin-7-yloxy)methyl)cyclobutylamine hydrochloride Cl.FC1=C2C=C(NC2=CC=C1OC1=NC=NC2=CC(=C(C=C12)OC)OC[C@@H]1C[C@H](C1)N)C